2-fluoro-N-cyclopropyl-1',2',3',6'-tetrahydro-[3,4'-bipyridine]-6-carboxamide FC1=NC(=CC=C1C=1CCNCC1)C(=O)NC1CC1